N-[5-(2,6-difluoro-4-methoxyphenyl)-2-(4-ethoxypyridin-2-yl)-1-methyl-3-oxo-2,3-dihydro-1H-pyrazol-4-yl]-4-(difluoromethoxy)benzamide FC1=C(C(=CC(=C1)OC)F)C1=C(C(N(N1C)C1=NC=CC(=C1)OCC)=O)NC(C1=CC=C(C=C1)OC(F)F)=O